(S)-4-(((S)-3-fluoro-2-methoxypropyl)(4-(5,6,7,8-tetrahydro-1,8-naphthyridin-2-yl)butyl)amino)-2-(2-(5-methyl-3-(trifluoromethyl)-1H-pyrazol-1-yl)acetamido)butanoic acid FC[C@H](CN(CC[C@@H](C(=O)O)NC(CN1N=C(C=C1C)C(F)(F)F)=O)CCCCC1=NC=2NCCCC2C=C1)OC